C(CCC)C1N(S(C2=C(N(C1)C1=CC=CC=C1)C=C(C(=C2)N2CC(C2)C(=O)OC)SC)(=O)=O)C methyl 1-(3-butyl-2-methyl-7-(methylthio)-1,1-dioxido-5-phenyl-2,3,4,5-tetrahydrobenzo[f][1,2,5]thiadiazepin-8-yl)azetidine-3-carboxylate